1-(1,3-bis(((Z)-octadec-9-en-1-yl)oxy)-2-((((Z)-octadec-9-en-1-yl)oxy)methyl)-propan-2-yl)-3-(3-(dimethylamino)propyl)urea C(CCCCCCC\C=C/CCCCCCCC)OCC(COCCCCCCCC\C=C/CCCCCCCC)(COCCCCCCCC\C=C/CCCCCCCC)NC(=O)NCCCN(C)C